NC1=NC=C(C(=C1C1=NC2=C(N1)C=C(C=C2OC)C#N)N2CCC(CC2)N)C2=CC(=CC(=C2)C)F 2-[2-amino-4-(4-aminopiperidin-1-yl)-5-(3-fluoro-5-methylphenyl)pyridin-3-yl]-4-methoxy-1H-1,3-benzodiazole-6-carbonitrile